COC1=C(C=C(C=O)C=C1)C 4-methoxy-3-methylbenzaldehyde